1-(4-bromo-2-hydroxyphenyl)ethanone BrC1=CC(=C(C=C1)C(C)=O)O